N-[3-(Decyloxy)benzyl]quinolin-4-amine C(CCCCCCCCC)OC=1C=C(CNC2=CC=NC3=CC=CC=C23)C=CC1